Methyl (s)-2-(methanesulfonyloxy)propanoate CS(=O)(=O)O[C@H](C(=O)OC)C